The molecule is an amino disaccharide consisting of N-acetyl-D-glucosamine having a 4-deoxy-alpha-L-threo-hex-4-enopyranuronosyl residue attached at the 3-position. It is an alpha,beta-unsaturated monocarboxylic acid, an amino disaccharide and a carbohydrate acid derivative. CC(=O)N[C@@H]1[C@H]([C@@H]([C@H](OC1O)CO)O)O[C@H]2[C@@H]([C@H](C=C(O2)C(=O)O)O)O